O1[C@H](CCCC1)CC(=O)O |r| (±)-2-tetrahydropyran-2-ylacetic acid